phosphate ammonium salt [NH4+].P(=O)([O-])([O-])[O-].[NH4+].[NH4+]